3-amino-3-{[3-(cyclohexyloxy)-2-(methoxycarbonyl)-3-oxopropyl]carbamoyl}propanoic acid NC(CC(=O)O)C(NCC(C(=O)OC1CCCCC1)C(=O)OC)=O